7-((adamantan-1-yl)(methyl)amino)-N-(3-(2,4-dioxotetrahydropyrimidin-1(2H)-yl)phenyl)heptanamide C12(CC3CC(CC(C1)C3)C2)N(CCCCCCC(=O)NC2=CC(=CC=C2)N2C(NC(CC2)=O)=O)C